ClC=1SC(=CN1)C(C)(O)C1=CC=C(C=N1)N1C[C@@H](CCC1)N(C(OC(C)(C)C)=O)CC1CCC1 tert-butyl ((3R)-1-(6-(1-(2-chlorothiazol-5-yl)-1-hydroxyethyl)pyridin-3-yl)piperidin-3-yl)(cyclobutylmethyl)carbamate